C=C(C)C1=CC=C2CNC(C2=C1)=O 6-(prop-1-en-2-yl)-2,3-dihydro-1H-isoindol-1-one